C(CC)(=O)[O-].CO[N+](CC)(CC)CC methoxytriethylammonium propionate